NC1=NC=2C=C(C(=CC2C2=C1COC2)C(=O)N(CC=2N=NC(=CC2)OC(F)F)C2CCC2)F 4-amino-N-cyclobutyl-N-((6-(difluoromethoxy)-3-pyridazinyl)methyl)-7-fluoro-1,3-dihydrofuro[3,4-c]quinoline-8-carboxamide